NC1=C2C(=NC=N1)N(N=C2C2=CC=C(C=C2)OC2=CC=CC=C2)C2CN(C2)CC2(CCN(CC2)C=2C=C1C(N(C(C1=CC2F)=O)C2C(NC(CC2)=O)=O)=O)F 5-(4-((3-(4-amino-3-(4-phenoxyphenyl)-1H-pyrazolo[3,4-d]pyrimidin-1-yl)-azetidin-1-yl)methyl)-4-fluoropiperidin-1-yl)-2-(2,6-dioxopiperidin-3-yl)-6-fluoroisoindoline-1,3-dione